2-(6-((6-(4-chlorobutoxy)pyridin-2-yl)amino)-1-(methylamino)-2,7-naphthyridin-4-yl)benzo[d]oxazol-5-ol ClCCCCOC1=CC=CC(=N1)NC=1C=C2C(=CN=C(C2=CN1)NC)C=1OC2=C(N1)C=C(C=C2)O